2,3,4-TRIMETHYL-PENTANE CC(C)C(C(C)C)C